C1(CC1)[C@@]1(CN(CC1)C=1N=NC(=C2C1N=CC=C2)C2=C(C=C(C=C2)C(F)(F)F)O)O (S)-3-cyclopropyl-1-(5-(2-hydroxy-4-(trifluoromethyl)phenyl)pyrido[2,3-d]pyridazin-8-yl)pyrrolidin-3-ol